COC=1N=C2C(=CC=NC2=CC1OC)OC1=CC=C(C=C1)NC(=O)C1=CN(C(=C(C1=O)C1=CC=C(C=C1)F)C)C(C)C N-[4-[(6,7-Dimethoxy-1,5-naphthyridin-4-yl)oxy]phenyl]-5-(4-fluorophenyl)-6-methyl-4-oxo-1-propan-2-ylpyridine-3-carboxamide